bis(2-methacryloxyethyl) N,N'-1,9-nonylenebiscarbamate C(CCCCCCCCNC(OCCOC(C(=C)C)=O)=O)NC(OCCOC(C(=C)C)=O)=O